[Cl-].C(CCCCCCCCC)C(C([PH+](CCCC)CCCC)(CCCCCCCCCC)CCCCCCCCCC)CC(CCCCCCCCCC)(CCCCCCCCCC)CCCCCCCCCC hexa(1-decyl)tributyl-phosphonium chloride